C(CCCC(=O)[O-])(=O)[O-] pentanedioate